C1(OC(C(CO1)C(=O)O)C)=O methyl-2-carboxy-trimethylene carbonate